FC(C1=C(C=CC=C1)S(=O)(=O)C(C1CCN(CC1)C(=O)OC(C)(C)C)(F)F)F tert-Butyl 4-(((2-(difluoromethyl)phenyl)sulfonyl)difluoromethyl)piperidine-1-carboxylate